BrC=1C(=CC(=C2C(N(CC12)C(C[C@H](C)C(=O)O)=O)C)F)OC 7-bromo-2-((S)-3-carboxybutanoyl)-4-fluoro-6-methoxy-3-methylisoindolin